ClC1(C(C=C(C(C(=O)N)=C1)OC1=C(C(=C(C=C1)F)F)OC[2H])C(F)(F)F)Cl 5-chloro-(5-chloro-2-(3,4-difluoro-2-(deuteromethoxy)phenoxy)-4-(trifluoromethyl)benzamide)